4'-[(2-methylprop-2-enoyl)oxy][1,1'-biphenyl] CC(C(=O)OC1=CC=C(C=C1)C1=CC=CC=C1)=C